NCC(C)NC(=O)C1=NC=CC(=C1)OC1=C(C=C(C=C1)N(C(=O)C1(CC1)C(=O)N)C1=CC=C(C=C1)F)F N-(4-((2-((1-aminopropan-2-yl)carbamoyl)pyridin-4-yl)oxy)-3-fluorophenyl)-N-(4-fluorophenyl)cyclopropane-1,1-dicarboxamide